C1(CC1)OC1=NN(C=C1C=1C=NC(=NC1)NC1CC2=CC=CC=C2C1)CC(=O)N1CC2=C(CC1)NN=N2 2-(3-Cyclopropoxy-4-(2-((2,3-dihydro-1H-inden-2-yl)amino)pyrimidin-5-yl)-1H-pyrazol-1-yl)-1-(1,4,6,7-tetrahydro-5H-[1,2,3]triazolo[4,5-c]pyridin-5-yl)ethan-1-one